OC1=C(C(N(C(=C1)C)C)=O)NC(N[C@@H](CC(=O)O)C=1C=C(C=C(C1)OC)C1=C(C=CC=C1C)C)=O (S)-3-(3-(4-hydroxy-1,6-dimethyl-2-oxo-1,2-dihydropyridin-3-yl)ureido)-3-(5-methoxy-2',6'-dimethylbiphenyl-3-yl)propionic acid